ClC1=CC=C(C=N1)S(=O)(=O)N1CCC=2C1=CN=CC2C2=CC=C(C#N)C=C2 4-(1-((6-chloropyridin-3-yl)sulfonyl)-2,3-dihydro-1H-pyrrolo[2,3-c]pyridin-4-yl)benzonitrile